8-(difluoromethyl)-6-[8-fluoro-2-(1-methyl-4-piperidyl)imidazo[1,2-a]pyridin-6-yl]-2-methyl-imidazo[1,2-b]pyridazine FC(C=1C=2N(N=C(C1)C=1C=C(C=3N(C1)C=C(N3)C3CCN(CC3)C)F)C=C(N2)C)F